FC(OC1=CC=C(C(=O)N2CCC(CC2)C2=C3C(=NC=C2)NC(=N3)C3CCN(CC3)C(C)=O)C=C1)(F)F 1-[4-[7-[1-[4-(trifluoromethoxy)benzoyl]-4-piperidyl]-3H-imidazo[4,5-b]pyridin-2-yl]-1-piperidyl]ethanone